tertiary-butyl-acrylamide C(C)(C)(C)C(C(=O)N)=C